3-(2-(azidomethyl)-5-cyclopropylpyrazolo[1,5-a]pyridin-7-yl)-2,2-dimethylpropanamide N(=[N+]=[N-])CC1=NN2C(C=C(C=C2CC(C(=O)N)(C)C)C2CC2)=C1